FC1=C(C=CC=C1C(F)(F)F)C(C)NC1=NC=2N(C3=CC=C(C=C13)N1CCOCC1)C=CN2 [1-(2-fluoro-3-trifluoromethyl-phenyl)-ethyl]-(7-morpholin-4-yl-imidazo[1,2-a]quinazolin-5-yl)-amine